[Cl-].[Cl-].C[SiH](C)[Ti+2](OC(C1=CC=CC=C1)C1=CC=CC=C1)C1C(=C(C(=C1C)C)C)C dimethylsilyl-tetramethyl-cyclopentadienyl-[(diphenyl)-methoxy]-titanium dichloride